C(C1=CC=CC=C1)OC(=O)NCC1([C@H]2CCN(CC[C@@H]12)C(=O)OCC1=CC=CC=C1)C1=C(C=CC=C1)F benzyl (1R,7S)-8-((((benzyloxy)carbonyl)amino)methyl)-8-(2-fluorophenyl)-4-azabicyclo[5.1.0]octane-4-carboxylate